N-(3-bromophenyl)pyrrolidin-2-one-13C BrC=1C=C(C=CC1)N1[13C](CCC1)=O